C(C1=CC=CC=C1)[C@@H]1N(C(OC1)=O)C(C[C@](C)(C1=CC=CC=C1)O[Si](C)(C)C(C)(C)C)=O (S)-4-benzyl-3-((R)-3-((tert-butyldimethylsilyl)oxy)-3-phenylbutyryl)oxazolidin-2-one